3-(4-(difluoromethyl)-1-methyl-1H-pyrazol-5-yl)bicyclo[1.1.1]pentane-1-carboxylic acid FC(C=1C=NN(C1C12CC(C1)(C2)C(=O)O)C)F